C(CCC)C(=C(C(=O)O)C)CCN.OCCCOC(C=C)=O.C(CCCCCCC)C(C(=O)N)=C octyl-acrylamide hydroxypropyl-acrylate butyl-aminoethyl-methacrylate